FC1=C(C(=CC=C1B1O[C@@]2([C@H]3C([C@@H](C[C@@]2(O1)C)C3)(C)C)C)OC)C3=CC=C1C(=CN=NC1=C3)N 7-{2-fluoro-6-methoxy-3-[(1R,2R,6S,8R)-2,6,9,9-tetramethyl-3,5-dioxa-4-boratricyclo[6.1.1.02,6]decan-4-yl]phenyl}cinnolin-4-amine